nitrosovaleric acid N(=O)C(C(=O)O)CCC